CC1=C(C=CC=C1)CCNCC[C@]1(CCOC2(CCCC2)C1)C1=NC=CC=C1 [2-(2-methylphenyl)ethyl]({2-[(9R)-9-(pyridin-2-yl)-6-oxaspiro[4.5]decan-9-yl]ethyl})amine